N-([1,2,3]triazolo[1,5-a]pyridin-3-ylmethyl)-4-(trifluoromethoxy)benzamide N1=NC(=C2N1C=CC=C2)CNC(C2=CC=C(C=C2)OC(F)(F)F)=O